FC1(CC(C1)N1C(C(=CC2=C1N=C(N=C2)NC2=CC=C(C=C2)OCCN(C)C)N2CCN(C1=C(C=CC=C21)C)C(=O)OC(C)(C)C)=O)F tert-butyl 4-[8-(3,3-difluorocyclobutyl)-2-[4-[2-(dimethylamino)ethoxy]anilino]-7-oxo-pyrido[2,3-d]pyrimidin-6-yl]-8-methyl-2,3-dihydroquinoxaline-1-carboxylate